(S)-7-(6-(3-(4,4-dimethylpiperidin-1-yl)propoxy)pyridin-3-yl)-2,10-dimethyl-9,10-dihydro-8-oxa-2,4,10a-triazanaphtho[2,1,8-cde]azulen-1(2H)-one CC1(CCN(CC1)CCCOC1=CC=C(C=N1)C1=CC=C2N=CC=3N(C(N4[C@H](COC1=C2C34)C)=O)C)C